OC1CCCCC1 (1S,2R,3R)-3-Hydroxycyclohexane